FC1(CCC(CC1)N([C@@H]1[C@H](CCCC1)CC=1C(=C2CN(C(C2=CC1)=O)C1C(NC(CC1)=O)=O)F)C)F 3-(5-(((1R,2S)-2-((4,4-difluorocyclohexyl)(methyl)amino)cyclohexyl)methyl)-4-fluoro-1-oxoisoindolin-2-yl)piperidine-2,6-dione